(2-bromoethyl)-5H-pyrrolo[2,3-b]pyrazine-6-carboxylic acid ethyl ester C(C)OC(=O)C1=CC=2C(=NC=C(N2)CCBr)N1